Tert-butyl-4-[[1-[[1-(2,6-dioxo-3-piperidyl)-3-methyl-2-oxo-benzimidazol-4-yl]methyl]4-piperidyl]methoxy]piperidine C(C)(C)(C)N1CCC(CC1)OCC1CCN(CC1)CC1=CC=CC=2N(C(N(C21)C)=O)C2C(NC(CC2)=O)=O